CN1CC(N(CC1=O)C(=O)OC(C)(C)C)C(N(C1=CC=C(C=C1)S(F)(F)(F)(F)F)C(C(NC1CCOCC1)=O)C=1C=NC=CC1)=O tert-butyl 4-methyl-5-oxo-2-[[2-oxo-1-(3-pyridyl)-2-(tetrahydropyran-4-ylamino)ethyl]-[4-(pentafluoro-λ6-sulfanyl)phenyl]carbamoyl]piperazine-1-carboxylate